4-[2-(4-aminophenyl)-2-propyl]Benzene NC1=CC=C(C=C1)C(C)(C)C1=CC=CC=C1